C(CCC)(=O)OC1=C(C(=C(C=C1)C(C1=CC=C(C=C1)CC)=O)O)O 4-(4-ethylbenzoyl)-2,3-dihydroxyphenyl butyrate